FC(C(=O)O)(F)F.N1C=NC2=NC=CC=C21 imidazo[4,5-b]pyridine 2,2,2-trifluoroacetate